N1-cyclohexyl-N2-((S)-4-methyl-1-oxo-1-(((S)-3-oxo-1-((S)-2-oxopyrrolidin-3-yl)-4-(2,3,5,6-tetra-fluorophenoxy)butan-2-yl)amino)pentan-2-yl)oxalamide C1(CCCCC1)NC(C(=O)N[C@H](C(N[C@@H](C[C@H]1C(NCC1)=O)C(COC1=C(C(=CC(=C1F)F)F)F)=O)=O)CC(C)C)=O